heptyl (5-fluoro-1-((2R,5S)-2-(hydroxymethyl)-1,3-oxathiolan-5-yl)-2-oxo-1,2-dihydropyrimidin-4-yl)carbamate FC=1C(=NC(N(C1)[C@@H]1CS[C@@H](O1)CO)=O)NC(OCCCCCCC)=O